pyrimido[5,4-b]indole N1=CN=CC=2NC=3C=CC=CC3C21